4-((2-aminothiazolo[5,4-b]pyridin-5-yl)oxy)benzonitrile NC=1SC2=NC(=CC=C2N1)OC1=CC=C(C#N)C=C1